C(CCCCC)C=1C(=C(C=CC1)OC(NC1CC(CC(C1)(C)C)(C)CNC(=O)OC1=C(C(=CC=C1)CCCCCC)CCCCCC)=O)CCCCCC 3-((dihexylphenoxy)carbonylamino-methyl)-3,5,5-trimethylcyclohexyl-carbamic acid (dihexylphenyl) ester